N-((3-((5-((3S,4S)-4-amino-3-methyl-2-oxa-8-azaspiro[4.5]decan-8-yl)pyrazin-2-yl)thio)-2-chlorophenyl)carbamoyl)-4-fluorobenzenesulfonamide N[C@@H]1[C@@H](OCC12CCN(CC2)C=2N=CC(=NC2)SC=2C(=C(C=CC2)NC(=O)NS(=O)(=O)C2=CC=C(C=C2)F)Cl)C